BrC=1C=C(C=CC1C#N)S(=O)(=O)N1CCC(CC1)NC(OC(C)(C)C)=O tert-Butyl (1-((3-bromo-4-cyanophenyl)sulfonyl)piperidin-4-yl)carbamate